Cl.CN1N=C(C2=CC=C(C=C12)NC1C[C@@H]2COC[C@H](C1)N2)C2C(NC(CC2)=O)=O 3-[1-methyl-6-[[(1S,5R)-3-oxa-9-azabicyclo[3.3.1]nonan-7-yl]amino]indazol-3-yl]piperidine-2,6-dione hydrochloride